COC=1C(=CC(=NC1)C(=O)N(C)C)NC1=NNC2=CC(=CC=C12)[C@@H]1C[C@@]12C(NC1=CC=C(C=C21)OC)=O 5-methoxy-4-({6-[(1r,2s)-5'-methoxy-2'-oxo-1',2'-dihydrospiro[cyclopropan-1,3'-indol]-2-yl]-1H-indazol-3-yl}amino)-N,N-dimethylpyridine-2-carboxamide